N-[[6-[[3-(Trifluoromethyl)phenyl]methoxy]-2-pyridyl]sulfonyl]-2-(2,2,4-trimethylpyrrolidin-1-yl)pyridin-3-carboxamid FC(C=1C=C(C=CC1)COC1=CC=CC(=N1)S(=O)(=O)NC(=O)C=1C(=NC=CC1)N1C(CC(C1)C)(C)C)(F)F